ClC1=C(OCC=2C=C(C=CC2)CN(C(OC(C)(C)C)=O)C)C=CC(=C1)C(F)(F)F tert-butyl N-((3-((2-chloro-4-(trifluoromethyl) phenoxy) methyl) phenyl) methyl)-N-methyl-carbamate